4-(5-fluoropyridin-2-yl)-1-(3-(pyridin-4-yl)bicyclo[1.1.1]pentan-1-yl)piperidin-2-one FC=1C=CC(=NC1)C1CC(N(CC1)C12CC(C1)(C2)C2=CC=NC=C2)=O